C(C1=CC=CC=C1)SC=1C=C2CN(C(C2=CC1)=O)C1C(NC(CC1)=O)=O 3-(5-benzylthio-1-oxo-2-isoindolinyl)piperidine-2,6-dione